FC1(CN(C1)C(=O)NCC(=O)O)F (3,3-difluoroazetidine-1-carbonyl)glycine